FC1=C2C3(C(NC2=CC=C1C(=O)OC)=O)CCC(CC3)=O methyl 4'-fluoro-2',4-dioxo-spiro[cyclohexane-1,3'-indoline]-5'-carboxylate